(4-((6,7-bis(2-methoxyethoxy)quinazolin-4-yl)oxy)-3-trifluoromethylphenyl)-1-(4-fluorophenyl)-2-oxo-1,2,4,5,6,7-hexahydropyrazolo[1,5-a]pyridine-3-carboxamide COCCOC=1C=C2C(=NC=NC2=CC1OCCOC)OC1=C(C=C(C=C1)C1C=2N(CCC1)N(C(C2C(=O)N)=O)C2=CC=C(C=C2)F)C(F)(F)F